COCC1=C(C=C(C=C1C(C)(C)C)O)C(C)(C)C 2,6-di-tert-butyl-4-hydroxybenzyl methyl ether